[Pb].[Cu].[W] tungsten copper lead